3,4,4-trifluorobut-3-en-1-yl 2-(3-(difluoromethyl)-2H-indazol-2-yl)acetate FC(C=1N(N=C2C=CC=CC12)CC(=O)OCCC(=C(F)F)F)F